N,N-Dimethyl-12-aminododecanoic acid CN(CCCCCCCCCCCC(=O)O)C